COC(CC)OC(C)=O 1-Methoxypropylacetat